C(#C)C=1C=CC=C2C=C(C=C(C12)C1=C(C=2N=C(N=C(C2C=N1)N1CCOC[C@H](C1)NC(C=C)=O)OCC12CCCN2CCC1)F)O (S)-N-(4-(7-(8-ethynyl-3-hydroxynaphthalen-1-yl)-8-fluoro-2-((tetrahydro-1H-pyrrolizin-7a(5H)-yl)methoxy)pyrido[4,3-d]pyrimidin-4-yl)-1,4-oxazepan-6-yl)acrylamide